C(C)(C)(C)C1=CC=CC1 tertiary butyl-cyclopentadiene